7-(β-D-glucopyranosyloxy)-5,6-dihydroxy-2-(4-hydroxyphenyl)-4H-1-benzopyran-4-one [C@@H]1([C@H](O)[C@@H](O)[C@H](O)[C@H](O1)CO)OC1=CC2=C(C(C=C(O2)C2=CC=C(C=C2)O)=O)C(=C1O)O